N'-(tert-butyldimethylsilyl)-2-(1-(tert-butyldimethylsilyloxy)-2-hydroxypropan-2-yl)thiazole-5-sulfonimidamide [Si](C)(C)(C(C)(C)C)N=S(=O)(N)C1=CN=C(S1)C(CO[Si](C)(C)C(C)(C)C)(C)O